C(CCCCCCCCCCC)NCCCN N-dodecyl-1,3-diaminopropane